CC(C)(C)C(CO)CCCCCCCCC 2-(1,1-dimethylethyl)-1-undecanol